trans-5-[[4-[(3S)-3-(3-cyano-5-fluoro-4-methyl-phenyl)isoxazolidine-2-carbonyl]cyclohexyl]methyl]-2-methyl-pyridine-3-carbonitrile C(#N)C=1C=C(C=C(C1C)F)[C@H]1N(OCC1)C(=O)[C@@H]1CC[C@H](CC1)CC=1C=C(C(=NC1)C)C#N